CONC1=CC=CC=C1 (N-methoxy)N-phenylamine